C(C1=CC=CC=C1)(C1=CC=CC=C1)(C1=CC=CC=C1)N1N=NN=C1C1=C(C=CC=C1)OB(O)O [2-[1-(trityl)-1H-tetrazol-5-yl]phenyl]boric acid